FC1=CC(=CC2=C1OCO2)C=2C=C1C(=NC2)N(N=C1NC(CC(CC)(C)C)=O)CCC(C)(C)O N-(5-(7-fluorobenzo[d][1,3]dioxol-5-yl)-1-(3-hydroxy-3-methylbutyl)-1H-pyrazolo[3,4-b]pyridin-3-yl)-3,3-dimethylpentanamide